tert-butyl 4-(2-(((2S)-1-(7,7-difluoro-2-((S)-2-methylazetidin-1-yl)-6,7-dihydro-5H-cyclopenta[d]pyrimidin-4-yl)-2-methylazetidin-3-yl)oxy)acetyl)piperazin-1-carboxylate FC1(CCC2=C1N=C(N=C2N2[C@H](C(C2)OCC(=O)N2CCN(CC2)C(=O)OC(C)(C)C)C)N2[C@H](CC2)C)F